2-(4-(2-(6-Methylpyridin-2-yl)-5,6-dihydro-4H-pyrrolo[1,2-b]pyrazol-3-yl)pyridin-2-yl)-5-(methylsulfonyl)-1,4,5,6-tetrahydropyrrolo[3,4-d]imidazole CC1=CC=CC(=N1)C=1C(=C2N(N1)CCC2)C2=CC(=NC=C2)C2=NC1=C(N2)CN(C1)S(=O)(=O)C